{4-[3-(4-cyano-3-trifluoromethylphenyl)-4-imino-5,5-dimethyl-2-thioxo-imidazolidin-1-yl]phenyl}carbamic acid tert-butyl ester C(C)(C)(C)OC(NC1=CC=C(C=C1)N1C(N(C(C1(C)C)=N)C1=CC(=C(C=C1)C#N)C(F)(F)F)=S)=O